2-[1-[(2,3-difluorophenyl)methyl]-5-oxopyrrolidin-2-yl]-N-(2,2,2-trifluoroethyl)acetamide FC1=C(C=CC=C1F)CN1C(CCC1=O)CC(=O)NCC(F)(F)F